N-((1-p-toluenesulfonyl-1H-1,2,3-triazol-4-yl)methyl)-2-(trifluoromethyl)benzamide CC1=CC=C(C=C1)S(=O)(=O)N1N=NC(=C1)CNC(C1=C(C=CC=C1)C(F)(F)F)=O